(2S,5R)-5-(hydroxymethyl)-2-methylpiperazine-1-carboxylate OC[C@@H]1NC[C@@H](N(C1)C(=O)[O-])C